N-(((2S,3R,6R)-2,6-dimethylmorpholin-3-yl)methyl)-3-fluoro-5-(trifluoromethyl)pyridin-2-amine hydrochloride Cl.C[C@H]1[C@H](NC[C@H](O1)C)CNC1=NC=C(C=C1F)C(F)(F)F